4-[(dihydrazinyl-methylidene)-amino]butanoic acid N(N)C(NN)=NCCCC(=O)O